C(C1=CC=CC=C1)OC1=CC=C2CCCC(C2=C1)(CCCC=O)CC(=O)[O-] 2-(7-(benzyloxy)-1-(4-oxobutyl)-1,2,3,4-tetrahydronaphthalen-1-yl)acetate